FC1=C(C(=C(C=C1\C=C\C1=NC=C(C=C1)F)O)C(C)C)O (E)-4-fluoro-5-[2-(5-fluoropyridin-2-yl)vinyl]-2-isopropylbenzene-1,3-diol